CC1(CNC(CO1)C1=NC=C(C=C1)C(F)(F)F)C 2,2-dimethyl-5-(5-(trifluoromethyl)pyridin-2-yl)morpholine